CN(C=1N=CC(=NC1)C1=C(C=C(C=C1)C=1C=NNC1)O)C1CC(NC(C1)(C)C)(C)C 2-(5-(methyl(2,2,6,6-tetramethyl-piperidin-4-yl)amino)pyrazin-2-yl)-5-(1H-pyrazol-4-yl)phenol